3-(3-(1-(2-(5-((4,6-difluoro-1H-indol-5-yl)oxy)-2-fluorophenyl)-1-methyl-1H-imidazol-4-yl)ethyl)-2-fluorophenyl)propionic acid FC1=C2C=CNC2=CC(=C1OC=1C=CC(=C(C1)C=1N(C=C(N1)C(C)C=1C(=C(C=CC1)CCC(=O)O)F)C)F)F